3-(5-Amino-6-(2-(trifluoromethyl)pyridin-4-yl)pyrazin-2-yl)-N-(1-(hydroxymethyl)-2-oxabicyclo[2.2.2]octan-4-yl)-4-methylbenzenesulfonamide trifluoroacetate salt FC(C(=O)O)(F)F.NC=1N=CC(=NC1C1=CC(=NC=C1)C(F)(F)F)C=1C=C(C=CC1C)S(=O)(=O)NC12COC(CC1)(CC2)CO